bromo-4''-((3,5-difluoropyridin-2-yl)methoxy)-3-(2-hydroxypropan-2-yl)-5',6''-dimethyl-2H,2''H-[1,2':4',1''-terpyridine]-2,2''-dione BrC1=C(C(N(C=C1)C1=NC=C(C(=C1)N1C(C=C(C=C1C)OCC1=NC=C(C=C1F)F)=O)C)=O)C(C)(C)O